amino-2-(4-methyl-4H-1,2,4-triazol-3-yl)-[1,1'-biphenyl]-4-carbonitrile NC=1C(=C(C=CC1C#N)C1=CC=CC=C1)C1=NN=CN1C